dimethylmethylenebis(Indenyl)zirconium CC(C)=[Zr](C1C=CC2=CC=CC=C12)C1C=CC2=CC=CC=C12